(S)-1-(3,4-difluorophenyl)-9-(2-(hydroxymethyl)-6-((tetrahydrofuran-3-yl)oxy)pyrimidin-4-yl)-1,9-diazaspiro[5.5]undecan-2-one FC=1C=C(C=CC1F)N1C(CCCC12CCN(CC2)C2=NC(=NC(=C2)O[C@@H]2COCC2)CO)=O